(2S,4R)-4-(difluoromethoxy)-1-((4-phenoxybutyryl)glycyl)pyrrolidine-2-carboxylic acid FC(O[C@@H]1C[C@H](N(C1)C(CNC(CCCOC1=CC=CC=C1)=O)=O)C(=O)O)F